C(C(=C)C)(=O)OCCC1=CC=C(C=C1)Cl 2-(4-chlorophenyl)-ethyl methacrylate